4-(3-bromo-5-methoxybenzyl)phthalazin-1(2H)-one BrC=1C=C(CC2=NNC(C3=CC=CC=C23)=O)C=C(C1)OC